(17Z)-N,N-dimethylnonacos-17-En-10-amine CN(C(CCCCCCCCC)CCCCCC\C=C/CCCCCCCCCCC)C